C(C)C(CC)NC=1C=C(C=2N(N1)C(=NN2)C(C)C)NCC=2C=C(C=CC2)O 3-[[[6-(1-ethylpropylamino)-3-isopropyl-[1,2,4]triazolo[4,3-b]pyridazin-8-yl]amino]methyl]phenol